di(diisopropylamino)silane C(C)(C)N(C(C)C)[SiH2]N(C(C)C)C(C)C